ClC1=CC(=C(C(=O)O)C=C1Cl)O 4,5-dichloro-2-hydroxybenzoic acid